copper manganite [Mn](=O)([O-])[O-].[Cu+2]